2,4,6-tri(dimethylaminomethyl)phenol trioleate C(CCCCCCC\C=C/CCCCCCCC)(=O)O.C(CCCCCCC\C=C/CCCCCCCC)(=O)O.C(CCCCCCC\C=C/CCCCCCCC)(=O)O.CN(C)CC1=C(C(=CC(=C1)CN(C)C)CN(C)C)O